4,4-bis-tert-butylcyclohexyl peroxycarbonate C(OC1CCC(CC1)(C(C)(C)C)C(C)(C)C)(=O)O[O-]